8-(benzyloxy)spiro[benzo[c]chromene-6,3'-oxetan]-3-ol C(C1=CC=CC=C1)OC=1C=CC2=C(C1)C1(COC1)OC1=CC(=CC=C21)O